C(CCCCCCCC)C1=C(O[Sn](CCCC)(CCCC)OC2=C(C=CC=C2)CCCCCCCCC)C=CC=C1 bis(nonylphenoxy)dibutyl-tin